3-(1-(azetidin-3-yl)-1H-pyrazol-4-yl)-5-(2,3-dihydro-1H-inden-4-yl)-6-methoxy-1H-pyrazolo[4,3-b]pyridine N1CC(C1)N1N=CC(=C1)C1=NNC=2C1=NC(=C(C2)OC)C2=C1CCCC1=CC=C2